C(#N)CC1(CCN(CC1)CC=1C=NN(C1)C1=CC=CC=C1)N1N=C(C(=C1)C(=O)N)NC(=O)C1CC1 1-[4-(cyanomethyl)-1-[(1-phenylpyrazol-4-yl)methyl]-4-piperidyl]-3-(cyclopropanecarbonylamino)pyrazole-4-carboxamide